C1(CC1)NC=1SC(=CN1)C(=O)NC1=C(C=CC(=C1)C(N[C@@H]1[C@H](CCCC1)O)=O)C 2-(Cyclopropylamino)-N-(5-{[(1S,2S)-2-hydroxycyclohexyl]carbamoyl}-2-methylphenyl)-1,3-thiazole-5-carboxamide